C(C)[Si](OC)(OC)N1CC2CCCCC2CC1 ethyl-(perhydroisoquinoline-2-yl)dimethoxysilane